N1=C(N=CC=C1)N1N=C(C(=C1N)C1=CN=C2N1N=CC(=N2)C(F)(F)F)C(F)(F)F 2-pyrimidin-2-yl-5-(trifluoromethyl)-4-[3-(trifluoromethyl)imidazo[1,2-b][1,2,4]triazin-7-yl]pyrazol-3-amine